C(C)(=O)O[C@H]1[C@@H](SC2=CC(=NC=C2)O)O[C@@H]([C@@H]([C@@H]1N1N=NC(=C1)C1=CC(=C(C(=C1)F)F)F)OC(C)=O)COC(C)=O 2-hydroxy-pyridin-4-yl 2,4,6-tri-O-acetyl-3-deoxy-3-[4-(3,4,5-trifluorophenyl)-1H-1,2,3-triazol-1-yl]-1-thio-α-D-galactopyranoside